N,N'-Bis(3-tolyl)-N,N'-diphenylbenzidine C1(=CC(=CC=C1)N(C1=CC=C(C=C1)C1=CC=C(N(C2=CC=CC=C2)C=2C=C(C=CC2)C)C=C1)C1=CC=CC=C1)C